C(#N)[C@H]1N(CCC1)C(CNC(=O)C1=CC=NC2=CC=C(C=C12)[18F])=O (S)-N-(2-(2-cyanopyrrolidin-1-yl)-2-oxoethyl)-6-[18F]fluoroquinoline-4-carboxamide